tert-butyl 5-[1,8-dimethyl-2-oxo-5-[[rac-(1R)-1-[3-(trifluoromethyl)phenyl]ethyl]amino]pyrido[2,3-d]pyridazin-3-yl]-3,6-dihydro-2H-pyridine-1-carboxylate CN1C(C(=CC=2C1=C(N=NC2N[C@H](C)C2=CC(=CC=C2)C(F)(F)F)C)C2=CCCN(C2)C(=O)OC(C)(C)C)=O |r|